FC1=C(C=CC(=C1)C(C(=O)N(CC(F)(F)F)C)COC)NC(OC(C)(C)C)=O tert-butyl (2-fluoro-4-(3-methoxy-1-(methyl (2,2,2-trifluoroethyl)amino)-1-oxopropan-2-yl)phenyl)carbamate